5-(1-Ethyl-1H-pyrazol-4-yl)-2-{5-[methyl(2,2,6,6-tetramethylpiperidin-4-yl)amino][1,3]thiazolo[5,4-d][1,3]thiazol-2-yl}pyridin-3-ol Hydrochlorid Cl.C(C)N1N=CC(=C1)C=1C=C(C(=NC1)C=1SC=2N=C(SC2N1)N(C1CC(NC(C1)(C)C)(C)C)C)O